C(C)(C)(C)OC(=O)N1[C@H](CC(C1)C1=C(C2=C(N=CN=C2N)N1C)Br)C (2S)-4-{4-amino-5-bromo-7-methyl-7H-pyrrolo[2,3-d]pyrimidin-6-yl}-2-methylpyrrolidine-1-carboxylic acid tert-butyl ester